Cl(=O)(=O)[O-].Cl(=O)(=O)[O-].Cl(=O)(=O)[O-].[Zr+4].[Al+3] aluminum zirconium trichlorate